FC=1C(=NC(=NC1)NC=1C=NN(C1)C1CCN(CC1)C)C1=CNC2=C(C=CC=C12)NC([C@@H](COC)N1CCN(CC1)C)=O (R)-N-[3-(5-fluoro-2-[[1-(1-methylpiperidin-4-yl)pyrazol-4-yl]amino]pyrimidin-4-yl)-1H-indol-7-yl]-3-methoxy-2-(4-methylpiperazin-1-yl)propanamide